ClC1=C(N2CCCC2=C1C(=O)NC=1C=NC(=C(C1)C)F)C(C(=O)NC(CO)(C)C)=O 6-chloro-N-(6-fluoro-5-methylpyridin-3-yl)-5-(2-((1-hydroxy-2-methylpropan-2-yl)amino)-2-oxoacetyl)-2,3-dihydro-1H-pyrrolizine-7-carboxamide